C(C1=CC=CC=C1)OC(=O)NC(C(=O)N[C@H](C(=O)OC)C[C@H]1C(NCCC1)=O)CC1(CC1)C (2S)-methyl 2-(2-(((benzyloxy)carbonyl)amino)-3-(1-methylcyclopropyl)propanamido)-3-((S)-2-oxopiperidin-3-yl)propanoate